ClC=1C(=C(C=C(C1)OCOC)C1=C(C=2N=C(N=C(C2C=N1)N1CC2CCC(C1)N2C(=O)OC(C)(C)C)OCC(OC)OC)F)C2CC2 tert-butyl 3-[7-[3-chloro-2-cyclopropyl-5-(methoxymethoxy)phenyl]-2-(2,2-dimethoxyethoxy)-8-fluoro-pyrido[4,3-d]pyrimidin-4-yl]-3,8-diazabicyclo[3.2.1]octane-8-carboxylate